(R)-N-(2-(5-Cyclopropyl-6-((1-ethylpiperidin-3-yl)amino)pyridazin-3-yl)-5-(trifluoromethyl)phenyl)methane-sulfonamide C1(CC1)C=1C=C(N=NC1N[C@H]1CN(CCC1)CC)C1=C(C=C(C=C1)C(F)(F)F)NS(=O)(=O)C